(1R,2R,3aS,10aR)-2-chloro-1-{(1E,3ξ)-3-[1-(2-fluorophenyl)cyclopropyl]-3-hydroxy-1-propen-1-yl}-2,3,3a,9,10,10a-hexahydro-1H-benzo[b]cyclopenta[f]oxepin-6-carboxylic acid Cl[C@@H]1C[C@H]2[C@H](CCC3=C(O2)C=C(C=C3)C(=O)O)[C@H]1\C=C\C(O)C1(CC1)C1=C(C=CC=C1)F